COC1=NC=NC(=C1C1=C(C=2C=NC(=CC2N1COCC[Si](C)(C)C)NC(=O)[C@H]1[C@H](C1)F)C)OC (1S,2S)-N-(2-(4,6-dimethoxypyrimidin-5-yl)-3-methyl-1-((2-(trimethylsilyl)ethoxy)methyl)-1H-pyrrolo[3,2-c]pyridin-6-yl)-2-fluorocyclopropane-1-carboxamide